6-(4-chlorophenyl)-2-(3-fluorophenyl)-N-[(3R,4S)-4-hydroxy-1-imino-1-oxidotetrahydro-1H-1λ6-thiophen-3-yl]-3-oxo-2,3-dihydropyridazine-4-carboxamide ClC1=CC=C(C=C1)C=1C=C(C(N(N1)C1=CC(=CC=C1)F)=O)C(=O)N[C@H]1CS(C[C@H]1O)(=O)=N